ClCC(=O)NC1=CC(=C(C=C1)C)S(N(C)C)(=O)=O 2-chloro-N-(3-(N,N-dimethylsulfamoyl)-4-methylphenyl)acetamide